1,4-Dicarbazolylbenzene C1(=CC=CC=2C3=CC=CC=C3NC12)C1=CC=C(C=C1)C1=CC=CC=2C3=CC=CC=C3NC12